2-Phenoxyethyl acrylate C(C=C)(=O)OCCOC1=CC=CC=C1